ClC1=CC(=CC(=N1)C1=CC(=NC=N1)C(=O)NC)[C@H]1[C@@H](NCCO1)CC#N trans-6-(6-chloro-4-(3-(cyanomethyl)morpholin-2-yl)pyridin-2-yl)-N-methylpyrimidine-4-carboxamide